6,7-difluoro-1-(2-fluoro-4-hydroxyphenyl)-4-oxoquinoline-3-carboxylic acid ethyl ester C(C)OC(=O)C1=CN(C2=CC(=C(C=C2C1=O)F)F)C1=C(C=C(C=C1)O)F